5-((tert-butyldimethylsilyl)methyl)-3-methoxy-5-methylbenzo[4,5]imidazo[2,1-a]isoquinolin-6(5H)-one [Si](C)(C)(C(C)(C)C)CC1(C(N2C(C=3C=CC(=CC13)OC)=NC1=C2C=CC=C1)=O)C